C([C@@H]1[C@@H]([C@@H]([C@H]([C@H](O1)O)O)O[C@H]2[C@@H]([C@H]([C@@H](O2)[C@@H](CO)O)O)O)O)O The molecule is a glycosylgalactose consisting of beta-D-galactofuranose and alpha-D-galactopyranose residues joined in sequence by a (1->3) glycosidic bond. It derives from an alpha-D-galactose and a beta-D-galactofuranose.